2-{1-[(3,3-difluorocyclobutyl)methyl]-1H-pyrazol-4-yl}-8-(2,5-dihydro-1H-pyrrol-3-yl)-7-[(2-methyl-1H-1,3-benzodiazol-6-yl)oxy]quinoxaline FC1(CC(C1)CN1N=CC(=C1)C1=NC2=C(C(=CC=C2N=C1)OC=1C=CC2=C(NC(=N2)C)C1)C=1CNCC1)F